tert-butyl N-[5-[[5-[(5-cyclopropyloxypyridin-2-yl)carbamoyl]-4-fluoro-2-methylphenyl]carbamoyl]-1,3-thiazol-2-yl]carbamate C1(CC1)OC=1C=CC(=NC1)NC(=O)C=1C(=CC(=C(C1)NC(=O)C1=CN=C(S1)NC(OC(C)(C)C)=O)C)F